tert-butyl 6-[4-(4-fluoro-2-methoxy-phenyl)-3-(6-prop-2-enoyl-7,8-dihydro-5H-1,6-naphthyridin-3-yl)-6,7-dihydro-5H-cyclopenta[c]pyridin-1-yl]-3,4-dihydro-1H-isoquinoline-2-carboxylate FC1=CC(=C(C=C1)C=1C2=C(C(=NC1C=1C=NC=3CCN(CC3C1)C(C=C)=O)C=1C=C3CCN(CC3=CC1)C(=O)OC(C)(C)C)CCC2)OC